N-(4-chlorophenyl)-6-(7-(1-methyl-1H-pyrazol-4-yl)imidazo[1,2-a]pyridin-3-yl)pyridin-2-amine ClC1=CC=C(C=C1)NC1=NC(=CC=C1)C1=CN=C2N1C=CC(=C2)C=2C=NN(C2)C